N-(4-(2,4-difluorophenoxy)-3-(2,6-dimethyl-1H-pyrrolo[2,3-b]pyridin-4-yl)phenyl)ethanesulfonamide FC1=C(OC2=C(C=C(C=C2)NS(=O)(=O)CC)C2=C3C(=NC(=C2)C)NC(=C3)C)C=CC(=C1)F